trifluoromethyl-indolebenzoic acid FC(F)(F)C1=C(NC2=CC=CC=C12)C1=CC=CC=C1C(=O)O